1-((tetrahydro-2H-pyran-4-yl)methyl)-1H-pyrazol-4-ol O1CCC(CC1)CN1N=CC(=C1)O